C(C)(C)(C)OC(=O)NCC(C)(C#C)C1CN(C1)C(=O)OCC1=CC=CC=C1 benzyl 3-(2-{[(tert-butoxycarbonyl)amino]methyl}but-3-yn-2-yl)azetidine-1-carboxylate